copper (I) chloro[1,3-bis(2,6-diisopropylphenyl)imidazol-2-ylidene]copper (I) Cl[Cu-2]=C1N(C=CN1C1=C(C=CC=C1C(C)C)C(C)C)C1=C(C=CC=C1C(C)C)C(C)C.[Cu+].[Cu+]